NC1=NC2=C(C=3N1N=C(N3)C3=NC=CC=C3)C(=C(N2CCN2CCN(CCC2)C=2C(=CC3=C(C(=NO3)C)C2)F)C(=O)OC)Cl methyl 5-amino-9-chloro-7-(2-(4-(6-fluoro-3-methylbenzo[d]isoxazol-5-yl)-1,4-diazepan-1-yl) ethyl)-2-(pyridin-2-yl)-7H-pyrrolo[3,2-e][1,2,4]triazolo[1,5-c]pyrimidine-8-carboxylate